C(C)(=O)[O-].C(C)(=O)[O-].C(CCCCCCC)[Sn+2]CCCCCCCC di-n-octyl-tin diacetate